5-(6-chloro-2,2-difluorobenzo[d][1,3]dioxolan-5-yl)-N-tritylpyrazin-2-amine ClC=1C(=CC2=C(OC(O2)(F)F)C1)C=1N=CC(=NC1)NC(C1=CC=CC=C1)(C1=CC=CC=C1)C1=CC=CC=C1